CC=1C=CC2=C(C3=C(CO2)C=CC=C3)C1C dimethyldibenzopyran